C(CC=C)N(C)CC=1C(=CC(NC1)=O)C1=CC=2N=C(N=C(C2N=C1)N[C@@H](CO)CCCC)NCC1=C(C=C(C=C1)OC)OC (R)-5-((but-3-en-1-yl(methyl)amino)methyl)-4-(2-((2,4-dimethoxybenzyl)amino)-4-((1-Hydroxyhexan-2-yl)amino)pyrido[3,2-d]pyrimidin-7-yl)pyridin-2(1H)-one